[Cl-].FC1=CC2=C(S(C3=C2C=C(C=C3)F)C(F)(F)F)C=C1 2,8-difluoro-S-(trifluoromethyl)dibenzothiophene chloride